C(CCC)C1=NC2=C(N1C)C=CC(=C2)OC\C(\CNC(OC(C)(C)C)=O)=C\F tert-butyl (E)-(2-(((2-butyl-1-methyl-1H-benzo[d]imidazol-5-yl)oxy)methyl)-3-fluoroallyl)carbamate